(6R)-17-amino-6-hydroxy-12-[[3-(2,2,2-trifluoroethoxy)phenyl]methyl]-6,15-bis(trifluoromethyl)-19-oxa-3,4,12,18-tetrazatricyclo[12.3.1.12,5]nonadeca-1(18),2,4,14,16-pentaen-13-one NC1=CC(=C2C(N(CCCCC[C@@](C3=NN=C(C1=N2)O3)(C(F)(F)F)O)CC3=CC(=CC=C3)OCC(F)(F)F)=O)C(F)(F)F